OC1=C(C(N(C=C1C)C)=O)NC(N[C@@H](CC(=O)OCC)C=1C=C(C=CC1)C1=C(C=CC(=C1)OC)C)=O ethyl (S)-3-(3-(4-hydroxy-1,5-dimethyl-2-oxo-1,2-dihydropyridin-3-yl)ureido)-3-(5'-methoxy-2'-methylbiphenyl-3-yl)propanoate